6'-(5-Amino-2-methylpyridin-3-yl)-2'-chloro-5',6'-dihydro-7'H-spiro[cyclopropane-1,8'-pyrido[4,3-d]pyrimidin]-7'-one NC=1C=C(C(=NC1)C)N1CC2=C(N=C(N=C2)Cl)C2(C1=O)CC2